The molecule is an alpha-L-arabinofuranoside resulting from the formal condensation of the 6-hydroxy group of beta-D-glucopyranose with the anomeric hydroxy group of alpha-L-arabinofuranose. C([C@H]1[C@@H]([C@H]([C@@H](O1)OC[C@@H]2[C@H]([C@@H]([C@H]([C@@H](O2)O)O)O)O)O)O)O